C(C)(C)(C)OC(=O)N1CC(C1)=CC1=C(C=C(C=C1C)Br)F 3-[(4-bromo-2-fluoro-6-methyl-phenyl)methylene]azetidine-1-carboxylic acid tert-butyl ester